4-({(2S,3R)-3-amino-2-[2-(aminomethyl)benzyl]butyl}amino)-3-cyano-N-(1,2,4-thiadiazol-5-yl)benzenesulfonamide N[C@@H]([C@H](CNC1=C(C=C(C=C1)S(=O)(=O)NC1=NC=NS1)C#N)CC1=C(C=CC=C1)CN)C